(1-(4'-chloro-5'-oxo-5'H-spiro[cyclohexane-1,7'-indolo[1,2-a]quinazolin]-10'-yl)azetidin-3-yl)methyl methanesulfonate CS(=O)(=O)OCC1CN(C1)C1=CC=C2C3(C=4N(C=5C=CC=C(C5C(N4)=O)Cl)C2=C1)CCCCC3